2-chloro-1,3,2-benzodioxaphosphorinane-4-one ClP1OC2=C(C(O1)=O)C=CC=C2